CC1(C2=CC(=CC=C2CC=2C3=C(OC21)C=CCC3=O)OS(=O)(=O)C)C methanesulfonic acid 6,6-dimethyl-1-oxo-6,11-dihydro-benzo[b]naphtho[2,3-d]furan-8-yl ester